FC=1C(C=CN2[C@@H](CC=3C=C(C(=NC3C21)OC)OCCCOC)C(C)C)=O (S)-11-fluoro-6-isopropyl-2-methoxy-3-(3-methoxypropoxy)-10-oxo-5,10-dihydro-6H-pyrido[1,2-h][1,7]naphthyridin